O=C1N(CC2=CC(=CC=C12)C1CCNC2=CC=CC=C12)C1C(NC(CC1)=O)=O 3-(1-oxo-5-(1,2,3,4-tetrahydro-quinolin-4-yl)isoindolin-2-yl)piperidine-2,6-dione